4-{3-[(dibenzylamino)methyl]-4-methyl-5-oxo-4,5-dihydro-1H-1,2,4-triazol-1-yl}-5-fluoro-N-(2-methylphenyl)-2-[(2S)-pentan-2-yloxy]benzamide C(C1=CC=CC=C1)N(CC1=CC=CC=C1)CC1=NN(C(N1C)=O)C1=CC(=C(C(=O)NC2=C(C=CC=C2)C)C=C1F)O[C@@H](C)CCC